[3-[4-[4,6-bis(2-hydroxy-4-pentadecyl-phenyl)-1,3,5-triazin-2-yl]phenoxy]-2-hydroxy-propyl] 2-methylprop-2-enoate CC(C(=O)OCC(COC1=CC=C(C=C1)C1=NC(=NC(=N1)C1=C(C=C(C=C1)CCCCCCCCCCCCCCC)O)C1=C(C=C(C=C1)CCCCCCCCCCCCCCC)O)O)=C